Cl.NCCN1C(N(C(C1(C)C)=O)C1=CC(=C(C#N)C=C1)C(F)(F)F)=S 4-(3-(2-aminoethyl)-4,4-dimethyl-5-oxo-2-thioxoimidazolidin-1-yl)-2-(trifluoromethyl)benzonitrile hydrochloride